tert-butyl (1R,5S)-3-((S or R)-6-chloro-2-(3-(dimethylamino)azetidin-1-yl)-8-fluoro-7-(3-hydroxynaphthalen-1-yl)quinazolin-4-yl)-3,8-diazabicyclo[3.2.1]octane-8-carboxylate ClC=1C=C2C(=NC(=NC2=C(C1C1=CC(=CC2=CC=CC=C12)O)F)N1CC(C1)N(C)C)N1C[C@H]2CC[C@@H](C1)N2C(=O)OC(C)(C)C